2-(((2R,3R,4S,5R,6R)-4-(4-(4-chloro-2,3-difluorophenyl)-1H-1,2,3-triazol-1-yl)-5-hydroxy-6-(hydroxymethyl)-3-methoxytetrahydro-2H-pyran-2-yl)methyl)-2,4-diazaspiro[5.5]undecan-3-one ClC1=C(C(=C(C=C1)C=1N=NN(C1)[C@@H]1[C@H]([C@H](O[C@@H]([C@@H]1O)CO)CN1CC2(CNC1=O)CCCCC2)OC)F)F